2-(3-{3-[(bicyclo[1.1.1]pent-1-yl)amino]pyrrolidin-1-yl}-1,2,4-triazin-6-yl)-5-(1H-pyrazol-4-yl)phenol bistrifluoroacetate FC(C(=O)O)(F)F.FC(C(=O)O)(F)F.C12(CC(C1)C2)NC2CN(CC2)C=2N=NC(=CN2)C2=C(C=C(C=C2)C=2C=NNC2)O